N1C(CCC2=CC=CC=C12)=O 1,4-dihydroquinolinone